3-N-[4-[(6,7-Dimethoxy-1,5-naphthyridin-4-yl)oxy]-3-fluorophenyl]-4-hydroxy-5-N,5-N,2,6-tetramethylpyridine-3,5-dicarboxamide COC=1N=C2C(=CC=NC2=CC1OC)OC1=C(C=C(C=C1)NC(=O)C=1C(=NC(=C(C1O)C(=O)N(C)C)C)C)F